O1C(=NC2=C1C=CC=C2)C=2N=C(N(C(C2OC)=O)C)N2C(C1=CC(=CC=C1CC2)C(=O)N(C)C)C=2N(C=CN2)C 2-[4-(1,3-benzoxazol-2-yl)-5-methoxy-1-methyl-6-oxopyrimidin-2-yl]-N,N-dimethyl-1-(1-methylimidazol-2-yl)-3,4-dihydro-1H-isoquinoline-7-carboxamide